ortho-carboxyl-benzenesulfonamide C(=O)(O)C1=C(C=CC=C1)S(=O)(=O)N